F[C@@H]1[C@@H](CN(C1)C)NC=1SC2=C(N=NC=C2)N1 6-{[(3R,4S)-4-fluoro-1-methylpyrrolidin-3-yl]amino}[1,3]thiazolo[4,5-c]pyridazin